(((2,3-bis((9z,12z)-octadec-9,12-dien-1-yloxy)propyl)dithio)methyl)-1H-imidazole C(CCCCCCC\C=C/C\C=C/CCCCC)OC(CSSCN1C=NC=C1)COCCCCCCCC\C=C/C\C=C/CCCCC